CN(C(=NCCC[Si](OC)(OC)OC)N(C)C)C N,N,N',N'-tetramethyl-N''-[3-(trimethoxysilyl)propyl]guanidine